(S)-1-((1,3-dioxoisoindolin-2-yl)methyl)-8-(((S)-1-(thiazole-5-carbonyl)pyrrolidin-3-yl)oxy)-3,4-dihydroisoquinoline-2(1H)-carboxylic acid tert-butyl ester C(C)(C)(C)OC(=O)N1[C@@H](C2=C(C=CC=C2CC1)O[C@@H]1CN(CC1)C(=O)C1=CN=CS1)CN1C(C2=CC=CC=C2C1=O)=O